4-fluoro-indazol FC1=C2C=NNC2=CC=C1